ClC1=C(C(=O)NC=2C=C3CCCC3=CC2)C(=CC=C1)Cl 2,6-dichloro-N-(2,3-dihydro-1H-inden-5-yl)benzamide